CN\1CC(=O)N/C1=N\P(=O)([O-])[O-].[Na+].[Na+] creatinine phosphate sodium salt